OC1CCC(CC1)NC(=O)NC(C(=O)O)CCN(CCCCC1=NC=2NCCCC2C=C1)CCOC1=CC=CC=C1 2-[(4-hydroxycyclohexyl)carbamoylamino]-4-[2-phenoxyethyl-[4-(5,6,7,8-tetrahydro-1,8-naphthyridin-2-yl)butyl]amino]butanoic acid